FC1=C(CN2N=C(N=N2)C2=CC=CC(=N2)C(C(C(=O)OCC)S(N)(=O)=O)C)C=C(C=C1)OC(F)(F)F ethyl 3-(6-(2-(2-fluoro-5-(trifluoromethoxy)benzyl)-2H-tetrazol-5-yl)pyridin-2-yl)-2-sulfamoylbutanoate